4-Oxo-4-phenylbutyric acid O=C(CCC(=O)O)C1=CC=CC=C1